C(CCCC(=O)OCCCCC)(=O)OCCCCC dipentyl pentanedioate